9-(4-benzothiophen-2-yl-phenyl)-3,6-di-quinolin-3-yl-9H-carbazole S1C(=CC2=C1C=CC=C2)C2=CC=C(C=C2)N2C1=CC=C(C=C1C=1C=C(C=CC21)C=2C=NC1=CC=CC=C1C2)C=2C=NC1=CC=CC=C1C2